methyl 2-hydroxy-3,6-dimethyl-4-((4,8,12-trimethyltrideca-3,7,11-trien-1-yl)oxy)benzoate OC1=C(C(=O)OC)C(=CC(=C1C)OCCC=C(CCC=C(CCC=C(C)C)C)C)C